Succinamide C(CCC(=O)N)(=O)N